1-ACETYL-2-AZETIDINECARBOXYLIC ACID C(C)(=O)N1C(CC1)C(=O)O